benzyl 4-(5-(3-hydroxypropyl)-3-methyl-1-(tetrahydro-2H-pyran-2-yl)-1H-pyrazol-4-yl)-3,6-dihydropyridine-1(2H)-carboxylate OCCCC1=C(C(=NN1C1OCCCC1)C)C=1CCN(CC1)C(=O)OCC1=CC=CC=C1